ethyl 2-[4-(2-bromoacetyl)chroman-8-yl]acetate BrCC(=O)C1CCOC2=C(C=CC=C12)CC(=O)OCC